N=1C=CN2C1C(=NC=C2)N2CC(CC2)NC(=O)C2=NN(C=C2)C2CCOCC2 1-(tetrahydro-pyran-4-yl)-1H-pyrazole-3-carboxylic acid (1-imidazo[1,2-a]pyrazin-8-yl-pyrrolidin-3-yl)-amide